N[C@@H]1C2=C(C=CC(=C2CC12CCN(CC2)C2=NC=C(N=C2CO)SC2=C(C(=NC=C2)N)Cl)F)C#N (S)-1-amino-1'-(5-((2-amino-3-chloropyridin-4-yl)thio)-3-(hydroxymethyl)pyrazin-2-yl)-4-fluoro-1,3-dihydrospiro[indene-2,4'-piperidine]-7-carbonitrile